2-(2-((5-(3-(aminomethyl)phenyl)-7-methylbenzo[1,2-b:3,4-b']difuran-3-yl)methoxy)phenyl)acetic acid NCC=1C=C(C=CC1)C1=CC2=C(OC=C2COC2=C(C=CC=C2)CC(=O)O)C2=C1OC(=C2)C